BrC1=NC=C(N=C1)N1C=CC=C1 2-bromo-5-(1H-pyrrol-1-yl)pyrazine